BrCCCCB1O[C@@]2([C@H](O1)C[C@H]1C([C@@H]2C1)(C)C)C (3aS,4S,6S,7aR)-2-(4-bromobutyl)-3a,5,5-trimethylhexahydro-4,6-methanobenzo[d][1,3,2]dioxaborole